disodium xylonate O=C([C@H](O)[C@@H](O)[C@H](O)CO)[O-].[Na+].[Na+].O=C([C@H](O)[C@@H](O)[C@H](O)CO)[O-]